N4-[2-(6-methyl-2-pyridyl)pyrimidin-4-yl]-N2-[4-[rac-(2R)-2-methylpiperazin-1-yl]phenyl]pyrimidine-2,4-diamine CC1=CC=CC(=N1)C1=NC=CC(=N1)NC1=NC(=NC=C1)NC1=CC=C(C=C1)N1[C@@H](CNCC1)C |r|